4,6-diallylresorcin C(C=C)C1=C(C=C(O)C(=C1)CC=C)O